C(C)(C)(C)OC(=O)N1CC2=CC(=CC(=C2C1)N1CCCC2=CC(=C(C=C12)C1CC1)C=1C=NN(C1)C)C1=CC(=NC=C1)OC1(CC=CC=C1)C {4-[7-cyclopropyl-6-(1-methylpyrazol-4-yl)-3,4-dihydro-2H-quinolin-1-yl]-6-[2-(1-methylphenoxy)pyridin-4-yl]-1,3-dihydro-isoindol-2-yl}carboxylic acid tert-butyl ester